Cl.FC(COC=1C=NC(=NC1)N1CC2CNCC2C1)F 2-(5-(2,2-Difluoroethoxy)pyrimidin-2-yl)hexahydropyrrolo[3,4-c]pyrrole hydrochloride